2-chloro-3-methyl-1,1'-biphenyl ClC1=C(C=CC=C1C)C1=CC=CC=C1